11H-pyrazino[2,3-b]phenoxazine N1=CC=NC=2C1=CC=1NC3=CC=CC=C3OC1C2